S1C(=NC2=C1C=CC=C2)NC2=C(C=C(N=N2)N(C=2SC(=C(N2)C(=O)[O-])CCCOC2=C(C=C(C=C2)C#CCNC)F)CCCN(C)C)C 2-[[6-(1,3-benzothiazol-2-ylamino)-5-methyl-pyridazin-3-yl]-[3-(dimethylamino)propyl]amino]-5-[3-[2-fluoro-4-[3-(methylamino)prop-1-ynyl]phenoxy]propyl]thiazole-4-carboxylate